N-(5-((1-methylpiperidin-4-yl)methoxy)pyrimidin-2-yl)-1H-indol-6-amine CN1CCC(CC1)COC=1C=NC(=NC1)NC1=CC=C2C=CNC2=C1